N-(6-nitrobenzo[d]thiazol-2-yl)cyclopropanecarboxamide [N+](=O)([O-])C1=CC2=C(N=C(S2)NC(=O)C2CC2)C=C1